4-(chloromethyl)-5-cyclopropyl-3-(spiro[2.5]octan-6-yl)isoxazole ClCC=1C(=NOC1C1CC1)C1CCC2(CC2)CC1